tert-butyl ((1S,2R)-4-(((S)-(3-chloro-2,6-difluorophenyl)(4-fluorobicyclo[2.2.1]heptan-1-yl)methyl)carbamoyl)-2-(methoxy-d3)cyclopentyl)carbamate ClC=1C(=C(C(=CC1)F)[C@H](C12CCC(CC1)(C2)F)NC(=O)C2C[C@H]([C@H](C2)NC(OC(C)(C)C)=O)OC([2H])([2H])[2H])F